OCCN(CCCOCCCCCCCC(C)C)CCO bis-(2-hydroxyethyl)isodecyloxypropylamine